(S)-1-(4-(acryloyloxy)-3,3-dimethyl-2-oxobutanoyl)piperidine-2-carboxylic acid C(C=C)(=O)OCC(C(C(=O)N1[C@@H](CCCC1)C(=O)O)=O)(C)C